O1C2=C(C=C1)C(C1=C(C=CO1)C2=O)=O benzofuro[5,6-b]furan-4,8-dione